8-([1,1'-biphenyl]-4-ylmethyl)-2-(2,2-diphenylethyl)hexahydro-2H-pyrazino[1,2-a]pyrazine-6,9-dione C1(=CC=C(C=C1)CN1C(C2N(CCN(C2)CC(C2=CC=CC=C2)C2=CC=CC=C2)C(C1)=O)=O)C1=CC=CC=C1